ethyl 2-oxo-7-(trifluoromethyl)-1H-quinoline-3-carboxylate O=C1NC2=CC(=CC=C2C=C1C(=O)OCC)C(F)(F)F